COCCN1C=NC2=C1C=C(C=C2)C(=O)[O-] 3-(2-methoxyethyl)benzimidazole-5-carboxylate